ClC1=C(C(=CC=2C3=C(C=NC12)CN([C@H]3C)C(=O)NO)OC)Cl (S)-6,7-dichloro-N-hydroxy-8-methoxy-1-methyl-1,3-dihydro-2H-pyrrolo[3,4-c]quinoline-2-carboxamide